(3-chloro-1-(tetrahydro-2H-pyran-2-yl)-1H-pyrazol-4-yl)ethan-1-one ClC1=NN(C=C1C(C)=O)C1OCCCC1